The molecule is a D-fructofuranose 6-phosphate with a beta-configuration at the anomeric position. It has a role as a mouse metabolite. It derives from a beta-D-fructofuranose. It is a conjugate acid of a beta-D-fructofuranose 6-phosphate(2-). C([C@@H]1[C@H]([C@@H]([C@](O1)(CO)O)O)O)OP(=O)(O)O